Fluoro-4-hydroxypyrido[4,3-d]pyrimidin-2(1H)-one FN1C(N=C(C2=C1C=CN=C2)O)=O